3-(2-(diisopropylamino)ethyl)-1H-indol-4-yl 3-oxobutanoate O=C(CC(=O)OC1=C2C(=CNC2=CC=C1)CCN(C(C)C)C(C)C)C